NC=1C(=NC(=CC1)OC)NC 3-amino-6-methoxy-2-(methylamino)-pyridine